N1=CC=CC=2C3=CC=CC=C3C(C12)=O aza-9H-fluorene-9-one